Dimethyl-BenzylideneSorbitol CC([C@H]([C@H]([C@@H]([C@H](C(O)=CC1=CC=CC=C1)O)O)O)O)(O)C